bis(cyclopentadienyl)cobalt (ii) C1(C=CC=C1)[Co]C1C=CC=C1